bis[(naphthobenzofuranyl)phenyl]anthracene (R)-1-cyanopropyl-4-methylbenzenesulfonate C(#N)[C@@H](CC)OS(=O)(=O)C1=CC=C(C=C1)C.C1(=COC=2C1=CC=C1C2C=CC2=CC=CC=C21)C2=C(C=CC=C2)C=2C1=CC=CC=C1C(=C1C=CC=CC21)C2=C(C=CC=C2)C2=COC=1C2=CC=C2C1C=CC1=CC=CC=C12